Methyl (4aR*,8S*,8aS*)-8-(3-isopropylphenyl)-3-phenylethyl-8,8a-dihydropyrido[4,3-e][1,4,2]dioxazine-7(4aH)-carboxylate C(C)(C)C=1C=C(C=CC1)[C@@H]1N(C=C[C@H]2OC(=NO[C@H]21)CCC2=CC=CC=C2)C(=O)OC |o1:9,13,18|